2-mercapto-4-aminothiadiazole SN1SC=C(N1)N